S(=S)(=O)(ON)[O-] amino thiosulfate